FC1=C(OC[C@H](CO)C)C=CC(=C1F)C1CCC(CC1)CCCCC (2S)-3-[2,3-difluoro-4-(4-pentylcyclohexyl)phenoxy]-2-methyl-propan-1-ol